2-(2-(6-(Difluoromethyl)imidazo[1,2-a]pyrazin-3-yl)pyrimidin-4-yl)octahydro-6H-pyrido[1,2-a]pyrazin-6-one FC(C=1N=CC=2N(C1)C(=CN2)C2=NC=CC(=N2)N2CC1N(CC2)C(CCC1)=O)F